(R)-3-(4-(4-((4-(2-(6,6-dimethyl-4,5,6,7-tetrahydro-1H-indazol-3-yl)-1H-indole-6-carbonyl)piperazin-1-yl)methyl)piperidin-1-yl)phenyl)piperidine-2,6-dione CC1(CCC=2C(=NNC2C1)C=1NC2=CC(=CC=C2C1)C(=O)N1CCN(CC1)CC1CCN(CC1)C1=CC=C(C=C1)[C@@H]1C(NC(CC1)=O)=O)C